(2-amino-[1,2,4]triazolo[1,5-a]pyridin-6-yl)(azetidin-1-yl)methanone NC1=NN2C(C=CC(=C2)C(=O)N2CCC2)=N1